ClC1=NC=C(C(=C1)C1=C(C=NC(=C1)C)C(=O)NC=1SC(=NN1)[C@@H]1[C@H](C1)F)OC 2'-chloro-N-(5-((1S,2S)-2-fluorocyclopropyl)-1,3,4-thiadiazol-2-yl)-5'-methoxy-6-methyl-(4,4'-bipyridine)-3-carboxamide